COC1=C(C=C(C=O)C=C1)OCCN1CCOCC1 4-methoxy-3-(2-morpholinoethoxy)benzaldehyde